C(CCCCCCC)[SiH](O[Si](C)(C)C)C 3-octyl-tetramethyldisiloxane